C1=C(C=CC2=CC=CC=C12)C=1C=C(C=CC1)B(O)O (3-(naphthalen-2-yl)phenyl)-boronic acid